C[C@@H]1N(CC1)C(=O)O[C@H]1C[C@H](CC1)C1=CC(=NN1)NC(=O)C1=CC=NN1CCN(C)C (1R,3S)-3-{3-[({1-[2-(dimethylamino)ethyl]-1H-pyrazol-5-yl}carbonyl)amino]-1H-pyrazol-5-yl}cyclopentyl (2S)-2-methylazetidine-1-carboxylate